ClC(CC(C(=O)OCC)(C)C)=C ethyl 4-chloro-2,2-dimethyl-4-pentenoate